(R)-N-(1-(4-fluorophenyl)ethyl)-5'-methyl-[3,3'-bipyridin]-6-amine FC1=CC=C(C=C1)[C@@H](C)NC1=CC=C(C=N1)C=1C=NC=C(C1)C